5-methyl-L-norleucinate CC(CC[C@H](N)C(=O)[O-])C